2-methyl-3-propylhexane-1,3-diamine CC(CN)C(CCC)(N)CCC